ClC=1C(=C(C=CC1)[C@H]1[C@@H](N[C@H]([C@]1(C#N)C1=C(C=C(C=C1)Cl)F)CC(C)(C)C)C(=O)NC1=C(C=C(C(=O)O)C=C1)OC)F 4-{[(2R,3S,4R,5S)-3-(3-Chloro-2-fluoro-phenyl)-4-(4-chloro-2-fluoro-phenyl)-4-cyano-5-(2,2-dimethyl-propyl)-pyrrolidine-2-carbonyl]-amino}-3-methoxy-benzoic acid